CC1(CCN(CC1)C(=O)C1CCC(CC1)OC1=C(C=C(C=C1)[C@@H]1C(NC(CC1)=O)=O)C)C(=O)OC(C)(C)C |r| Tert-butyl 4-methyl-1-[(1r,4r)-4-{4-[(3RS)-2,6-dioxopiperidin-3-yl]-2-methylphenoxy}cyclohexanecarbonyl]piperidine-4-carboxylate